FC1=C2CC(CN(C2=CC=C1)C(=O)C1=C(C=CC(=C1)N1N=C(N=C1)C(C)C)OC)C(F)(F)F [5-fluoro-3,4-dihydro-3-(trifluoromethyl)-1(2H)-quinolinyl][2-methoxy-5-[3-(1-methylethyl)-1H-1,2,4-triazol-1-yl]phenyl]methanone